NC([C@H](C[C@H]1C(NCCC1)=O)NC([C@H](CC1CC1)NC(=O)C=1NC(=CC1)C(F)(F)F)=O)=O N-((S)-1-(((S)-1-amino-1-oxo-3-((S)-2-oxopiperidin-3-yl)propan-2-yl)amino)-3-cyclopropyl-1-oxopropan-2-yl)-5-(trifluoromethyl)-1H-pyrrole-2-carboxamide